(4-{[(3R,6S)-6-{[(1-methylhexahydropyridin-4-yl)amino]methyl}-3,4,5,6-tetrahydro-2H-pyran-3-yl]amino}-7H-pyrrolo[2,3-d]pyrimidin-5-yl)methanone CN1CCC(CC1)NC[C@@H]1CC[C@H](CO1)NC=1C2=C(N=CN1)NC=C2C=O